Methyl trans-4-(tert-butoxycarbonylamino)cyclohexanecarboxylate C(C)(C)(C)OC(=O)N[C@@H]1CC[C@H](CC1)C(=O)OC